NC=1C2=C(N=CN1)N(C=C2C2=CC=C(C=1N2C=CN1)NC(=O)NC1=CC(=C(C=C1)CN1CCN(CC1)C)C(F)(F)F)CC(C)(C)O 1-(5-(4-amino-7-(2-hydroxy-2-methylpropyl)-7H-pyrrolo[2,3-d]pyrimidin-5-yl)imidazo[1,2-a]pyridin-8-yl)-3-(4-((4-meth-ylpiperazin-1-yl)methyl)-3-(trifluoromethyl)phenyl)urea